FC(C1=C(C=NC=C1)N1C[C@H](CC1)CN1C[C@@H](C([C@@H](C1)OCC1=CC=CC=C1)OCC1=CC=CC=C1)OCC1=CC=CC=C1)(F)F 4-(trifluoromethyl)-3-((R)-3-(((3S,4R,5R)-3,4,5-tris(benzyloxy)piperidin-1-yl)methyl)pyrrolidin-1-yl)pyridine